C1[C@H]([C@@H]([C@H]([C@H]1O)C/C=C\CCCC(=O)O)CC[C@H](CCC2=CC=CC=C2)O)O (5Z,9α,11α,15R)-9,11,15-Trihydroxy-17-phenyl-18,19,20-trinor-prost-5-en-1-oic acid